OCC1=NC(=CN=C1)Cl 2-(Hydroxymethyl)-6-chloropyrazine